[C@H]12CN(C[C@H](CC1)N2)C2=NC(=NC1=C(C(=C(C=C21)Cl)C2=C1C=NNC1=CC=C2C(F)(F)F)F)OCC2(CC2)CN(C)C 1-(1-(((4-((1R,5S)-3,8-diazabicyclo[3.2.1]octan-3-yl)-6-chloro-8-fluoro-7-(5-(trifluoromethyl)-1H-indazol-4-yl)quinazolin-2-yl)oxy)methyl)cyclopropyl)-N,N-dimethylmethanamine